N-(5-chloro-4-cyano-2-fluorophenyl)-5-(2,4-difluorophenyl)-1H-pyrrole-3-sulfonamide ClC=1C(=CC(=C(C1)NS(=O)(=O)C1=CNC(=C1)C1=C(C=C(C=C1)F)F)F)C#N